2-{[(2S)-1,4-Dioxan-2-yl]methyl}-4-methyl-8-(trifluoromethyl)-4,5-dihydro-2H-furo[2,3-g]indazol O1[C@H](COCC1)CN1N=C2C3=C(CC(C2=C1)C)OC=C3C(F)(F)F